2-(1-(3-bromothiophen-2-yl)ethoxy)ethan-1-ol BrC1=C(SC=C1)C(C)OCCO